1-tert-butoxycarbonyl-2-(1-hydroxyethyl)-4-benzyl-piperazine C(C)(C)(C)OC(=O)N1C(CN(CC1)CC1=CC=CC=C1)C(C)O